2,6-di-isobutylphenol C(C(C)C)C1=C(C(=CC=C1)CC(C)C)O